5-cyano-6-((2,3-dihydro-1H-inden-2-yl)amino)nicotinic acid ethyl ester C(C)OC(C1=CN=C(C(=C1)C#N)NC1CC2=CC=CC=C2C1)=O